C(C=C)C=1C=C(C=CC1)O m-allylphenol